C(CC1=CC=CC=C1)/C(/C(=O)O)=C\C=1C=C(C(=C(C1)C(N)=O)N)C1=CC=C(C=C1)S(N)(=O)=O phenethyl-(E)-3-(6-amino-5-carbamoyl-4'-sulfamoyl-[1,1'-biphenyl]-3-yl)acrylic acid